4-[1-[2-[3-(difluoromethyl)-5-(trifluoromethyl)pyrazol-1-yl]acetyl]-4-piperidinyl]-N-tetrahydronaphthalene-1-yl-pyridine-2-carboxamide FC(C1=NN(C(=C1)C(F)(F)F)CC(=O)N1CCC(CC1)C1=CC(=NC=C1)C(=O)NC1CCCC2=CC=CC=C12)F